6-methoxy-N-methyl-2,3-dihydrofuro-[2,3-b]pyridin-3-amine COC1=CC=C2C(=N1)OCC2NC